ethyl 2-methylpropionate CC(C(=O)OCC)C